9-(4-(4-cyclopropyl-1-methyl-1H-imidazol-2-yl)benzyl)-2-(2-isopropylpyridin-3-yl)-7-methyl-7,9-dihydro-8H-purin-8-one C1(CC1)C=1N=C(N(C1)C)C1=CC=C(CN2C3=NC(=NC=C3N(C2=O)C)C=2C(=NC=CC2)C(C)C)C=C1